C(C1=CC=CC=C1)(=O)C=1C=C(C=CC1)C(C(=O)NC1=NC=CC=C1C)C 2-(3-benzoylphenyl)-N-(3-methylpyridin-2-yl)propionamide